FC=1C(N(C=C(C1)C1=NC(=NC(=C1)C)S(=O)(=O)CCC(C1=CC=CC=C1)OCC1=C(C=CC=C1)F)CC1=CC(=C(C=C1)OC)OCC#C)=O 3-fluoro-5-(2-((3-((2-fluorobenzyl)oxy)-3-phenylpropyl)sulfonyl)-6-methylpyrimidin-4-yl)-1-(4-methoxy-3-(prop-2-yn-1-yloxy)benzyl)pyridin-2(1H)-one